2-(methylazetidin-1-yl)-5,6,7,8-tetrahydroquinazoline CC1N(CC1)C1=NC=2CCCCC2C=N1